N-(2-hydroxyethyl)carbamic acid 1,1-dimethylethyl ester CC(C)(C)OC(NCCO)=O